CC1=CC(=NC=C1C=1N2C(C3=CC(=NC=C3C1)NC)=CC=N2)[C@H](CCC)O (S)-1-(4-methyl-5-(9-(methylamino)pyrazolo[5,1-a][2,6]naphthyridin-5-yl)pyridin-2-yl)butan-1-ol